cyclohex-3,5-diene-1,2-dione C1(C(C=CC=C1)=O)=O